C(C)(C)(C)C1N(CC=C(C1)C1=C(C(=NC=C1F)NCC1=CC=C(C=C1)OC)[N+](=O)[O-])C(=O)OCCC1=C(C=CC=C1)N 2-(2-aminophenyl)ethanol tert-butyl-4-[5-fluoro-2-[(4-methoxyphenyl)methylamino]-3-nitro-4-pyridyl]-3,6-dihydro-2H-pyridine-1-carboxylate